tert-butyl (((1r,4r)-4-((3-(2,6-dioxopiperidin-3-yl)-1-methyl-1H-indazol-6-yl)amino)cyclohexyl)methyl)carbamate O=C1NC(CCC1C1=NN(C2=CC(=CC=C12)NC1CCC(CC1)CNC(OC(C)(C)C)=O)C)=O